NC1=NC=CC(=C1[N+](=O)[O-])N1C([C@]([C@@H](C1)C)(C#N)C1CC1)=O (3R,4S)-1-(2-amino-3-nitropyridin-4-yl)-3-cyclopropyl-4-methyl-2-oxopyrrolidine-3-carbonitrile